CC(CCCC\C=C\CC)=O (E)-7-Decen-2-one